3,4,5-TRICHLORO-2-METHYLPHENYLBORONIC ACID ClC=1C(=C(C=C(C1Cl)Cl)B(O)O)C